C(CCCCCCCCCCCCCCC)[Fe]Cl hexadecyl-chloroiron